4'-((2-(tert-Butyl)-1H-imidazol-1-yl)methyl)-3'-fluoro-5-isobutyl-N-(5-methylpyrimidin-2-yl)-[1,1'-biphenyl]-2-sulfonamide C(C)(C)(C)C=1N(C=CN1)CC1=C(C=C(C=C1)C=1C(=CC=C(C1)CC(C)C)S(=O)(=O)NC1=NC=C(C=N1)C)F